methyl 2-((tert-butoxycarbonyl)amino)-5-methylisonicotinate C(C)(C)(C)OC(=O)NC=1C=C(C(=O)OC)C(=CN1)C